5-(prop-1-en-2-yl)-2-(trifluoromethoxy)aniline C=C(C)C=1C=CC(=C(N)C1)OC(F)(F)F